NC=1C=2CCCC2C=C2CCC(C12)CCCCCCN1N=C(C=C1)S(=O)(=O)N(CC1=CC=C(C=C1)OC)CC1=CC=C(C=C1)OC 1-(6-(8-amino-1,2,3,5,6,7-hexahydro-s-indacen-1-yl)hexyl)-N,N-bis(4-methoxybenzyl)-1H-pyrazole-3-sulfonamide